O1C=CC2=C1C(=CC=C2)P(N(C(C2=CC=CC=C2)=O)P(C2=CC=C(C=C2)[Si](CCCC)(CCCC)CCCC)C2=CC=CC=1C=COC12)C1=CC=C(C=C1)[Si](CCCC)(CCCC)CCCC N,N-bis(benzofuran-7-yl(4-(tributylsilyl)phenyl)phosphaneyl)benzamide